(S)-2-((3-(2-(4-chlorophenyl)-2-hydroxyethyl)-1,2,4-oxadiazol-5-yl)methyl)-4-methyl-5-(1H-pyrazol-4-yl)pyridazin-3(2H)-one ClC1=CC=C(C=C1)[C@H](CC1=NOC(=N1)CN1N=CC(=C(C1=O)C)C=1C=NNC1)O